C1N(C2=CC=CC=C2S1)CNN 3-methylbenzothiazole hydrazone